C(C)(C)(C)N([C@H]1CN(CC1)C1=CC=C(N=N1)C1=C(C=C(C=C1)C=1C=NNC1)O)C 2-{6-[(3R)-3-[tert-butyl(methyl)amino]pyrrolidin-1-yl]pyridazin-3-yl}-5-(1H-pyrazol-4-yl)phenol